ClC=1C=C(C2=C(N1)N(C=C2)CC(C)C)C(=O)OC methyl 6-chloro-1-isobutyl-1H-pyrrolo[2,3-b]pyridine-4-carboxylate